NC=1C(=NN(C1)C1CCC(CC1)(O)CN(CCC1CCN(CC1)C(=O)OC(C)(C)C)C)C(F)F tert-butyl 4-(2-((((1S,4S)-4-(4-amino-3-(difluoromethyl)-1H-pyrazol-1-yl)-1-hydroxy cyclohexyl)methyl)(methyl)amino)ethyl)piperidine-1-carboxylate